OCCNC(=O)C1=C2C(=NC=C1)N(N=C2CNC(OC(C)(C)C)=O)C2=CC=C(C=C2)OC(F)(F)F tert-butyl ((4-((2-hydroxyethyl)carbamoyl)-1-(4-(trifluoromethoxy)phenyl)-1H-pyrazolo[3,4-b]pyridin-3-yl)methyl)carbamate